CC1(CCC(CC1)N(C(=O)[C@H]1N(CCC1)S(=O)(=O)C1=CC=C(C=C1)OC)CC1=CC=C(C=C1)C)C (S)-1-(4-Methoxy-benzenesulfonyl)-pyrrolidine-2-carboxylic acid (4,4-dimethyl-cyclohexyl)-(4-methyl-benzyl)-amide